BrC1=CC=CC(=N1)NC(=O)[C@H]1N([C@@H]2C[C@@H]2C1)C(CN1C2=C(C3=CC(=CC=C13)N)C(=NC=N2)N)=O (1R,3S,5R)-N-(6-bromopyridin-2-yl)-2-(2-(4,6-diamino-9H-pyrimido[4,5-b]indol-9-yl)acetyl)-2-azabicyclo[3.1.0]hexane-3-carboxamide